ClC1=C(C=NN1CC)C(=O)NC1CCC(CC1)NC1=CC=CC=2N1C=C(N2)C(F)(F)F 5-chloro-1-ethyl-N-[(1s,4s)-4-{[2-(trifluoromethyl)imidazo[1,2-a]pyridin-5-yl]amino}cyclohexyl]-1H-pyrazole-4-carboxamide